(R)-5-Chloro-4-((3-(2,3-dihydrobenzo[b][1,4]dioxin-6-yl)-2-methylbenzyl)oxy)-2-(2-(3-hydroxypyrrolidin-1-yl)ethoxy)benzaldehyde ClC=1C(=CC(=C(C=O)C1)OCCN1C[C@@H](CC1)O)OCC1=C(C(=CC=C1)C1=CC2=C(OCCO2)C=C1)C